NC=1N(C=CN1)CCC[C@@H](C(N[C@H]1CN(CC1(C)C)C)=O)NC(OC(C)(C)C)=O tert-butyl N-[(1S)-4-(2-amino-1H-imidazol-1-yl)-1-{[(3R)-1,4,4-trimethylpyrrolidin-3-yl]carbamoyl}butyl]carbamate